OC1=CC=CC2=C1C(=C(O2)CN(C(OC(C)(C)C)=O)C)C tert-Butyl ((4-hydroxy-3-methylbenzofuran-2-yl)methyl)(methyl)carbamate